N(=NC(=O)OC(C)C)C(=O)OC(C)C Bis(isopropyl) azodicarboxylate